FC1(C[C@H](N(C1)C(=O)OCC1=CC=CC=C1)CO)F benzyl (2S)-4,4-difluoro-2-(hydroxymethyl)pyrrolidine-1-carboxylate